2-(4-{[(3R)-1-methylpiperidin-3-yl]amino}pyrido[3,4-d]pyridazin-1-yl)-5-(trifluoromethyl)benzamide formate C(=O)O.CN1C[C@@H](CCC1)NC=1N=NC(=C2C1C=NC=C2)C2=C(C(=O)N)C=C(C=C2)C(F)(F)F